((4r,5s,7r,8r,9s,10r)-8,10-dihydroxy-7-(hydroxymethyl)-9-(4-(3,4,5-trifluorophenyl)-1H-1,2,3-triazol-1-yl)-1,6-dioxaspiro[4.5]dec-4-yl)-7-methylquinoline-5-carboxamide O[C@H]1[C@H](O[C@@]2([C@H](CCO2)C2=NC=3C=C(C=C(C3C=C2)C(=O)N)C)[C@@H]([C@H]1N1N=NC(=C1)C1=CC(=C(C(=C1)F)F)F)O)CO